2-(2-Bromophenylsulfanyl)-1-[4-(4-hydroxyphenyl)-piperazin-1-yl]-ethanone BrC1=C(C=CC=C1)SCC(=O)N1CCN(CC1)C1=CC=C(C=C1)O